1,3-bis(6-butoxyhexyl)imidazolium C(CCC)OCCCCCCN1C=[N+](C=C1)CCCCCCOCCCC